N1C(COCC1)C(=O)N1CC=2C=CC(=NC2CC1)NC=1N=CC2=C(N1)C(=NC(=C2)C2COC2)N2CCCCC2 morpholin-3-yl-[2-[[6-(oxetan-3-yl)-8-piperidin-1-ylpyrido[3,4-d]pyrimidin-2-yl]amino]-7,8-dihydro-5H-1,6-naphthyridin-6-yl]methanone